C(C)(C)(C)[C@@H]1CC=2C=C3C(=NC2CC1)SC(=N3)C(=O)N[C@H](CCN(C)C)C3=CC(=CC=C3)C(N[C@@H]3CNCC3)=O |r| rac-(7S)-7-tert-butyl-N-[rac-(1R)-3-(dimethylamino)-1-[3-[[rac-(3S)-pyrrolidin-3-yl]carbamoyl]phenyl]propyl]-5,6,7,8-tetrahydrothiazolo[5,4-b]quinoline-2-carboxamide